7-(cyclopenten-1-yl)thieno[3,2-b]pyridine C1(=CCCC1)C1=C2C(=NC=C1)C=CS2